(5-chloro-8-quinolinoxy)acetic acid (1,3-dimethyl-but-1-yl)ester CC(CC(C)C)OC(COC=1C=CC(=C2C=CC=NC12)Cl)=O